[1,2,4]triazolo[4,3-a]pyridin-6-ylboronic acid N=1N=CN2C1C=CC(=C2)B(O)O